3-benzyl-1-(3,3'-bipyridin-6-yl)-1-(trans-4-((5-cyanopyridin-2-yl)amino)cyclohexyl)urea C(C1=CC=CC=C1)NC(N([C@@H]1CC[C@H](CC1)NC1=NC=C(C=C1)C#N)C1=CC=C(C=N1)C=1C=NC=CC1)=O